7-amino-6-((2,6-diisopropylphenyl)amino)dibenzo[b,d]furan-3-carbonitrile NC1=C(C2=C(C3=C(O2)C=C(C=C3)C#N)C=C1)NC1=C(C=CC=C1C(C)C)C(C)C